ClC1=C(C#N)C=C(C(=C1)O)C1=C(C=CC(=C1)C(=O)N1CCOCC1)F 2-chloro-5-[2-fluoro-5-(morpholine-4-carbonyl)phenyl]-4-hydroxybenzonitrile